S-(6-((3-(Triethoxysilyl)propyl)thio)hexyl)thioacetate C(C)O[Si](CCCSCCCCCCS=C(C)[O-])(OCC)OCC